C(#N)C1=CC(=C(N1C)C(C(=O)O)=O)C1=CC=CC=C1 2-(5-cyano-1-methyl-3-phenyl-1H-pyrrol-2-yl)-2-oxoacetic acid